ClC=1C=CC=2N(C(N=C(C2N1)N(C)[C@H]1[C@@H](C[C@H](CC1)/C(/C1=CC=CC=C1)=N/OC(F)F)O)=O)C 6-chloro-4-(((1R,2R,4S)-4-((Z)-((difluoromethoxy)imino)(phenyl)methyl)-2-hydroxycyclohexyl)(methyl)amino)-1-methylpyrido[3,2-d]pyrimidin-2(1H)-one